ClC1=CC=C(C=C1)C1=N[C@H](C=2N(C3=C1C(=C(S3)C)C)C(=NN2)C)CC(=O)O (S)-4-(4-chlorophenyl)-2,3,9-trimethyl-6H-thieno[3,2-f][1,2,4]triazolo[4,3-a][1,4]diazepin-6-acetic acid